C(C1CO1)OC1=C(C=CC(=C1)C)C 2,5-dimethyl-phenyl glycidyl ether